2,4,6-trichloromethyl-1,3,5-trimethylbenzene ClCC1=C(C(=C(C(=C1C)CCl)C)CCl)C